N-{4-[(7R)-3-Anilino-7-(cyclopropylmethyl)-5-methyl-4-oxo-4,5,6,7-tetrahydro-1H-pyrrolo[3,2-c]pyridin-2-yl]pyridin-2-yl}-2-(4-fluorophenyl)acetamid N(C1=CC=CC=C1)C1=C(NC2=C1C(N(C[C@H]2CC2CC2)C)=O)C2=CC(=NC=C2)NC(CC2=CC=C(C=C2)F)=O